7-(β-D-Glucopyranosyloxy)-5-hydroxy-4'-methoxy-8-(3-methylbut-2-en-1-yl)-3-(α-L-rhamnopyranosyloxy)flavone [C@@H]1([C@H](O)[C@@H](O)[C@H](O)[C@H](O1)CO)OC1=CC(=C2C(C(=C(OC2=C1CC=C(C)C)C1=CC=C(C=C1)OC)O[C@H]1[C@H](O)[C@H](O)[C@@H](O)[C@@H](O1)C)=O)O